BrC1=CC=C(C=C1)N1N=C(C(=C1)[C@H]1O[C@H](C(N1CCC1=CC=C(C=C1)OC(C)C)=O)C)C1=CC=C(C=C1)F (2r,5s)-2-(1-(4-bromophenyl)-3-(4-fluorophenyl)-1H-pyrazol-4-yl)-3-(4-isopropoxy-phenethyl)-5-methyl-oxazolidin-4-one